2-(3,5-dimethyl-1H-pyrazol-1-yl)-N-(4-methoxyphenyl)thieno[2,3-d]pyrimidin-4-amine CC1=NN(C(=C1)C)C=1N=C(C2=C(N1)SC=C2)NC2=CC=C(C=C2)OC